ClC1=C(C=C(OCC(=O)N[C@@H]2CN[C@H](CC2)C=2OC(=NN2)OCCCOC)C=C1)F 2-(4-chloro-3-fluorophenoxy)-N-[(3S,6R)-6-[5-(3-methoxy-propoxy)-1,3,4-oxadiazol-2-yl]piperidin-3-yl]acetamide